FC1(OC1(C(F)(F)F)C(F)(F)F)C(C(F)(F)F)(F)F 2-fluoro-2-pentafluoroethyl-3,3-bis-trifluoromethyl-oxirane